N-(2,6-diisopropylphenyl)-5-methoxy-[1,1'-biphenyl]-3-Carboximidamide C(C)(C)C1=C(C(=CC=C1)C(C)C)NC(=N)C=1C=C(C=C(C1)OC)C1=CC=CC=C1